(R)-2-(6-methoxypyridin-3-yl)-N-((R)-((R)-7-(1-methyl-1H-pyrazol-4-yl)-1,2,3,4-tetrahydropyrido[2,3-b]pyrazin-3-yl)(phenyl)methyl)propan-1-amine COC1=CC=C(C=N1)[C@H](CN[C@H](C1=CC=CC=C1)[C@H]1CNC2=C(N1)N=CC(=C2)C=2C=NN(C2)C)C